N-[4-(2,6-Dimethylphenyl)-6-[1-[[4-(trifluoromethyl)phenyl]methyl]pyrrolidin-3-yl]oxy-pyrimidin-2-yl]-1-methyl-pyrazole-4-sulfonamide CC1=C(C(=CC=C1)C)C1=NC(=NC(=C1)OC1CN(CC1)CC1=CC=C(C=C1)C(F)(F)F)NS(=O)(=O)C=1C=NN(C1)C